C1(CCCC1)N1CC2(CC1)CCN(CC2)C=2C1=C(N=C(N2)C2=CC=NC=C2)C=NC=C1 2-cyclopentyl-8-(2-(pyridin-4-yl)pyrido[3,4-d]pyrimidin-4-yl)-2,8-diazaspiro[4.5]decane